[I-].OC(CN1C=[N+](C=C1)CC1=CC=C(C=C1)C=C)COCCCCCCCCCCCCCCCC 1-(2-hydroxy-3-hexadecyloxy-propan-1-yl)-3-(4-vinylbenzyl)-1H-imidazolium iodide